2-(azetidin-1-yl)-5-chloroisonicotinonitrile N1(CCC1)C=1C=C(C#N)C(=CN1)Cl